Cl.FC1([C@@H]([C@@H](NC1)CC=1C=C(C=CC1)C1=CC(=CC=C1)F)NS(=O)(=O)C)F N-{(2s,3R)-4,4-difluoro-2-[(3'-fluoro[1,1'-biphenyl]-3-yl)methyl]pyrrolidin-3-yl}methanesulfonamide hydrochloride